N1CCC(CC1)C1=CC=C(C=C1)N1CCC2(OCCO2)CC1 8-[4-(piperidin-4-yl)phenyl]-1,4-dioxa-8-azaspiro[4.5]decane